(Z)-1-(((1r,4r)-4-aminocyclohexyl)methyl)-3-((3,5-dimethyl-1H-pyrrol-2-yl)methylene)-5-methoxy-N-methyl-2-oxoindoline-6-carboxamide hydrochloride Cl.NC1CCC(CC1)CN1C(\C(\C2=CC(=C(C=C12)C(=O)NC)OC)=C/C=1NC(=CC1C)C)=O